[O].[Al] aluminium Oxygen